N-(5-(2-(2-bromo-4-(trifluoromethyl)phenyl)-5-oxo-7,8-dihydro-1,6-naphthyridin-6(5H)-yl)-2-((2-methoxyethoxy)methoxy)phenyl)methanesulfonamide BrC1=C(C=CC(=C1)C(F)(F)F)C1=NC=2CCN(C(C2C=C1)=O)C=1C=CC(=C(C1)NS(=O)(=O)C)OCOCCOC